6-((3S,4S)-4-amino-3-methyl-2-oxa-8-azaspiro[4.5]decan-8-yl)-3-(1-(4-aminophenyl)cyclopropyl)-1,5-dihydro-4H-pyrazolo[3,4-d]pyrimidin-4-one N[C@@H]1[C@@H](OCC12CCN(CC2)C=2NC(C1=C(N2)NN=C1C1(CC1)C1=CC=C(C=C1)N)=O)C